1-Fluoro-2,4,6-tri-methyl-pyridinium triflate [O-]S(=O)(=O)C(F)(F)F.F[N+]1=C(C=C(C=C1C)C)C